N1(CCC1)C1CCC(CC1)NC(OC(C)(C)C)=O tert-Butyl N-[4-(azetidin-1-yl)cyclohexyl]carbamate